C1(CC1)C=1SC2=C(N(C(N=C2N(C)C)=O)C2=CC(=CC=C2)NC2=NN3C(C=CC=C3)=N2)N1 2-cyclopropyl-7-(dimethylamino)-4-(3-{[1,2,4]triazolo[1,5-a]pyridin-2-ylamino}phenyl)-[1,3]thiazolo[4,5-d]pyrimidin-5-one